COC1=NC=NN2C1=C(C=C2)C=2C=C1C(=NC2)N=C(N1CC=1C=NN(C1)C)C 6-(4-methoxypyrrolo[2,1-f][1,2,4]triazin-5-yl)-2-methyl-1-((1-methyl-1H-pyrazol-4-yl)methyl)-1H-imidazo[4,5-b]pyridine